ClC=1C(=NC=C(C1[C@@H](C)OC=1C=C2C(=NNC2=CC1)C=1C=NC(=CC1)O[C@@H]1COCC1)Cl)C 5-[(1R)-1-(3,5-dichloro-2-methyl-4-pyridyl)ethoxy]-3-[6-[(3S)-tetrahydro-furan-3-yl]oxy-3-pyridyl]-1H-indazole